C(C#C)SC1=NC(=CC(=N1)NN=CC1=NC=CC=C1)C(F)(F)F 2-(prop-2-yn-1-ylsulfanyl)-4-(2-(pyridin-2-ylmethylene)hydrazino)-6-(trifluoromethyl)pyrimidine